1,1,1-trifluoro-2-(2-fluoro-ethoxy)ethane FC(COCCF)(F)F